FC1=CC=C(C=C1)[C@H]1[C@@H](C1)NCC1=NC(=NC(=C1)N1CCN(CC1)S(=O)(=O)C)C1=CC=C(C=C1)N1CCOCC1 (1R,2S)-2-(4-fluorophenyl)-N-((6-(4-(methylsulfonyl)piperazin-1-yl)-2-(4-morpholinophenyl)pyrimidin-4-yl)methyl)cyclopropane-1-amine